(R)-6,7-dichloro-3-(2-morpholinoethyl)-2-(1-(oxetan-3-ylmethyl)piperidin-3-yl)quinazolin-4(3H)-one ClC=1C=C2C(N(C(=NC2=CC1Cl)[C@H]1CN(CCC1)CC1COC1)CCN1CCOCC1)=O